N1(CCCCC1)CC(=O)NC1=CC=C(C=C1)N1N=C2C(=CC=CC2=C1)C(=O)N 2-{4-[(piperidin-1-ylacetyl)amino]phenyl}-2H-indazole-7-carboxamide